4-((2-Amino-4,6-dichlorophenoxy)methyl)-N-((1R,2R)-2-aminocyclohexyl)benzamide NC1=C(OCC2=CC=C(C(=O)N[C@H]3[C@@H](CCCC3)N)C=C2)C(=CC(=C1)Cl)Cl